ClC1=C(C=CC=C1C1=C(C(=NC=C1)C1=CC(=C(C=C1)CN(C1CCOCC1)C)OC)Cl)C1=CC=C(C(=N1)OC)CN(C(OC(C)(C)C)=O)C1CCOCC1 tert-butyl N-[[6-[2-chloro-3-[3-chloro-2-[3-methoxy-4-[[methyl(tetrahydropyran-4-yl)amino]methyl]phenyl]-4-pyridyl]phenyl]-2-methoxy-3-pyridyl]methyl]-N-tetrahydropyran-4-yl-carbamate